(3S)-3-{[1-cyclopentyl-5-(2,6-dimethoxyphenyl)-1H-pyrazol-3-yl]formamido}-5-(pyrrolidin-1-yl)pentanoic acid hydrochloride Cl.C1(CCCC1)N1N=C(C=C1C1=C(C=CC=C1OC)OC)C(=O)N[C@H](CC(=O)O)CCN1CCCC1